1-(4-methyl-2,5-difluorophenyl)ethanone CC1=CC(=C(C=C1F)C(C)=O)F